tert-butyl ((1r,4r)-4-((4-(2-(2,6-dioxopiperidin-3-yl)-6-fluoro-1-oxoisoindolin-4-yl)piperazin-1-yl)methyl)cyclohexyl)carbamate O=C1NC(CCC1N1C(C2=CC(=CC(=C2C1)N1CCN(CC1)CC1CCC(CC1)NC(OC(C)(C)C)=O)F)=O)=O